COC(=O)C1=CC2=C(OC1=O)C=C(S2)N(C(=O)NC=2C=C(C=CC2)C)C.FC(C2=C(O)C=C(C(=C2)O)C(F)(F)F)(F)F 2,5-bis(trifluoromethyl)hydroquinone methyl-2-(1-methyl-3-(m-tolyl)ureido)-5-oxo-5H-thieno[3,2-b]pyran-6-carboxylate